((1R)-2-(benzofuran-3-yl)-1-(6-oxaspiro[2.5]octane-1-carboxamido)ethyl)boronic acid O1C=C(C2=C1C=CC=C2)C[C@H](NC(=O)C2CC21CCOCC1)B(O)O